C1(CC1)C1=NN(C=C1)C(C(=O)O)(C)C 2-(3-cyclopropyl-1H-pyrazol-1-yl)-2-methylpropanoic acid